(Z)-((hex-3-en-1-yloxy)methyl)cyclopropane C(C\C=C/CC)OCC1CC1